CC=1C(=NC=C(C1)NC(C(=O)N1C(CCCC1)C=1SC=C(N1)C)=O)NC(OC(C)(C)C)=O tert-Butyl N-[3-methyl-5-[[2-[2-(4-methylthiazol-2-yl)-1-piperidyl]-2-oxo-acetyl]amino]-2-pyridyl]carbamate